The molecule is a glutathione conjugate in which the mercapto hydrogen of glutathione has been replaced by an N-hydroxy-2-(indol-3-yl)ethanimidoyl group. It is a member of indoles, a glutathione conjugate and a N-hydroxyimidothioate. It is a conjugate acid of an (E)-1-(glutathion-S-yl)-2-(indol-3-yl)acetohydroximate(1-). C1=CC=C2C(=C1)C(=CN2)C/C(=N\\O)/SC[C@@H](C(=O)NCC(=O)O)NC(=O)CC[C@@H](C(=O)O)N